CN(CCN)CC N-methyl-N-ethylethylenediamine